N-(1-(4-chlorophenyl)-2,2,2-trifluoroethyl)-N-ethylmorpholine-4-sulfonamide ClC1=CC=C(C=C1)C(C(F)(F)F)N(S(=O)(=O)N1CCOCC1)CC